Rac-(3aR,6aR)-2-((2-methyl-6-(trifluoromethyl)pyridin-3-yl)sulfonyl)-5-(oxetan-3-ylmethyl)octahydropyrrolo[3,4-c]pyrrole CC1=NC(=CC=C1S(=O)(=O)N1C[C@H]2CN(C[C@@H]2C1)CC1COC1)C(F)(F)F |r|